3-(3-nitro-1H-1,2,4-triazol-1-yl)propane-1-amine trifluoroacetate FC(C(=O)O)(F)F.[N+](=O)([O-])C1=NN(C=N1)CCCN